7-(1-methyl-6-oxo-3-pyridyl)benzothiophene-2-carboxamide CN1C=C(C=CC1=O)C1=CC=CC=2C=C(SC21)C(=O)N